N-((3-(3-phenylprop-2-yn-1-yl)-4,5,6,7-tetrahydropyrazolo[1,5-a]pyrimidin-6-yl)-methyl)acrylamide C1(=CC=CC=C1)C#CCC=1C=NN2C1NCC(C2)CNC(C=C)=O